(1S,3S)-3-((2-(3-(((benzyl(methyl)carbamoyl)oxy)methyl)-5-Chlorothien-2-yl)-4-methylpyrimidin-5-yl)oxy)cyclohexane-1-carboxylic acid C(C1=CC=CC=C1)N(C(=O)OCC1=C(SC(=C1)Cl)C1=NC=C(C(=N1)C)O[C@@H]1C[C@H](CCC1)C(=O)O)C